NC1=NC(N=C(N1)N(C)C)C1=CC=CC=C1 2-amino-4-dimethylamino-6-phenyl-3,6-dihydro-1,3,5-triazine